3-bromo-5-fluoro-N-methoxy-N,2-dimethylbenzamide BrC=1C(=C(C(=O)N(C)OC)C=C(C1)F)C